(4-amino-3,5-difluorophenyl)(8-(4-chloro-6-methoxy-1-methyl-1H-benzo[d]imidazol-5-yl)indolizin-3-yl)methanone NC1=C(C=C(C=C1F)C(=O)C1=CC=C2C(=CC=CN12)C1=C(C2=C(N(C=N2)C)C=C1OC)Cl)F